FC=1C=C(C=CC1F)[C@H]1[C@@H](CN(C1)CCOC)NC(=O)NC1=CC(=NN1C)C1=CC=CC=C1 1-((3s,4r)-4-(3,4-difluorophenyl)-1-(2-methoxyethyl)pyrrolidin-3-yl)-3-(1-methyl-3-phenyl-1H-pyrazol-5-yl)urea